O1CCC(C2=CC=CC=C12)NC(=O)N (chroman-4-yl)urea